4-chloro-5-(naphthalen-2-yl)-1H-pyrrolo[2,3-b]pyridine ClC1=C2C(=NC=C1C1=CC3=CC=CC=C3C=C1)NC=C2